N[C@H](CONC(CC1CCN(CC1)C1=NC=C(C=N1)C#N)=O)C (S)-N-(2-aminopropoxy)-2-[1-(5-cyanopyrimidin-2-yl)piperidin-4-yl]acetamide